C[C@H](C(=O)N1CCC(CC1)NC(=O)NC1=CC(=C(C=C1)OC(F)(F)F)C(F)(F)F)CC (S)-1-(1-(2-methylbutanoyl)piperidin-4-yl)-3-(4-(trifluoromethoxy)-3-(trifluoromethyl)phenyl)urea